CN1N=CC(=C1)C(C[N+](=O)[O-])O 1-(1-methyl-1H-pyrazol-4-yl)-2-nitroethane-1-ol